N-butyl-2-pyrrolidinone C(CCC)N1C(CCC1)=O